O[C@@H](CNC1COC12CN(C2)C(C)=O)[C@@H]([C@@H](CO)O)O (3-(((2S,3S,4R)-2,3,4,5-tetrahydroxypentyl)amino)-1-oxa-6-azaspiro[3.3]heptan-6-yl)ethan-1-one